C(C=C)(=O)OC1CC(NC(C1)(C)C)(C)C 4-acryloyloxy-2,2,6,6-tetramethylpiperidin